C(C)N1CCC(CC1)C=1SC2=C(N1)C=C(C=C2)[C@@H]2N(C[C@H](CC2)C)C(C(=O)NC=2C=NC(=C(C(=O)N)C2)OC)=O 5-(2-((2R,5S)-2-(2-(1-ethylpiperidin-4-yl)benzo[d]thiazol-5-yl)-5-methylpiperidin-1-yl)-2-oxoacetamido)-2-methoxynicotinamide